3-(bromomethyl)-4-methylpyridazine BrCC=1N=NC=CC1C